C(C)(C)(C)N1N=C(N=C1C1[C@H]2CC(C[C@@H]12)N1CC2(CS(C2)(=O)=O)CC1)C(F)(F)F 6-((1R,3s,5S,6r)-6-(1-(tert-butyl)-3-(trifluoromethyl)-1H-1,2,4-triazol-5-yl)bicyclo[3.1.0]hexan-3-yl)-2-thia-6-azaspiro[3.4]octane 2,2-dioxide